1-[(2R,4S,5R)-5-{[(tert-butyl-dimethylsilyl)oxy]methyl}-5-(chloromethyl)-4-methoxyoxolan-2-yl]-3H-pyrimidine-2,4-dione [Si](C)(C)(C(C)(C)C)OC[C@@]1([C@H](C[C@@H](O1)N1C(NC(C=C1)=O)=O)OC)CCl